C(#N)C1=CC=C(C=C1)C(C(=O)NC=1SC2=C(N1)C=C(C(=C2)OC)OC)OC2=CC=C(C=C2)OCCN2CCCCC2 2-(4-Cyano-phenyl)-N-(5,6-dimethoxy-benzothiazol-2-yl)-2-[4-(2-piperidin-1-yl-ethoxy)-phenoxy]-acetamide